O=C1N(CCC(N1)=O)C=1C=C(C=CC1)N1CCC(CC1)CN1CCC2(CC(C2)NC(OCC2=CC=CC=C2)=O)CC1 benzyl (7-((1-(3-(2,4-dioxotetrahydropyrimidin-1(2H)-yl)phenyl)piperidin-4-yl)methyl)-7-azaspiro[3.5]nonan-2-yl)carbamate